C1(CC1)S(=O)(=O)NC1=NC=CC(=N1)C(C(=O)NC1=CC=C(C=C1)C=1C=NC=C(C1)OC(C)C)(C)C 2-(2-(cyclopropanesulfonamido)pyrimidin-4-yl)-N-(4-(5-isopropoxypyridin-3-yl)phenyl)-2-methylpropanamide